(4-Hydroxy-2,2-dimethyl-butyryl)oxysodium OCCC(C(=O)O[Na])(C)C